OCCN(C(=O)N(C)C)CCO N,N-bis(2-hydroxyethyl)-N',N'-dimethylurea